4-Sulfobenzoic acid monopotassium salt [K+].S(=O)(=O)([O-])C1=CC=C(C(=O)O)C=C1